tert-butyl (S)-3,3-difluoro-4-(4-(2-fluoro-4-nitrophenyl)piperazin-1-yl)piperidine-1-carboxylate FC1(CN(CC[C@@H]1N1CCN(CC1)C1=C(C=C(C=C1)[N+](=O)[O-])F)C(=O)OC(C)(C)C)F